4-(2-{[(1-methyl-1H-indazol-5-yl)oxy]methyl}pyridin-4-yl)-2-methyl-benzamide CN1N=CC2=CC(=CC=C12)OCC1=NC=CC(=C1)C1=CC(=C(C(=O)N)C=C1)C